heptane-2,3-dicarboxylate CC(C(CCCC)C(=O)[O-])C(=O)[O-]